2-Chloro-5-{[(2,2-dimethylpropionyl)amino]methyl}-N-[1-(5-methoxypyridin-3-yl)-1H-indazol-4-yl]benzamide ClC1=C(C(=O)NC2=C3C=NN(C3=CC=C2)C=2C=NC=C(C2)OC)C=C(C=C1)CNC(C(C)(C)C)=O